C1=CC(=CC=C1[N+](=O)[O-])OC(=O)CCCC(=O)NCC(=O)O The molecule is a glycine derivative whose structure comprises a glycine core carrying an N-[5-(p-nitrophenoxy)-5-oxopentanoyl] substituent. It is a glycine derivative, a C-nitro compound and a carboxylic ester.